O=C(CCOC[C@H](C)NC1=C(C(NN=C1)=O)C(F)(F)F)N1CCN(CC1)C1=NC=C(C=N1)[C@@]1(C(C1)(F)F)F 5-(((S)-1-(3-oxo-3-(4-(5-((S)-1,2,2-trifluorocyclopropyl)pyrimidin-2-yl)piperazin-1-yl)propoxy)propan-2-yl)amino)-4-(trifluoromethyl)pyridazin-3(2H)-one